5-(4-cyclopropylpiperazin-1-yl)pyridin C1(CC1)N1CCN(CC1)C=1C=CC=NC1